1-(4-((4-((4-(3-fluorophenoxy)-2-methoxyphenyl)amino)-7-methoxyquinazolin-6-yl)oxy)piperidin-1-yl)prop-2-en-1-one FC=1C=C(OC2=CC(=C(C=C2)NC2=NC=NC3=CC(=C(C=C23)OC2CCN(CC2)C(C=C)=O)OC)OC)C=CC1